C(C1=CC=CC=C1)N1N=CC(=C1)CO (1-benzyl-1H-pyrazol-4-yl)methanol